5-(((2R,3S)-1-((6-ethyl-5-oxo-4,5-dihydropyrazolo[1,5-a]pyrimidin-2-yl)methyl)-2-methylazetidin-3-yl)oxy)-N-methylpicolinamide C(C)C=1C(NC=2N(C1)N=C(C2)CN2[C@@H]([C@H](C2)OC=2C=CC(=NC2)C(=O)NC)C)=O